Tri(3-methyl-2-heptyl)citrate CC(C(C)C(C(C(C(=O)[O-])(C(C)C(CCCC)C)C(C)C(CCCC)C)(O)C(=O)[O-])C(=O)[O-])CCCC